FC1=C(C(=CC=C1)F)C=1N=C(C2=C(N1)CNC2)NC2=CC=C(C=C2)C2C(NCC2)=O 2-(2,6-difluorophenyl)-4-((4-(2-oxopyrrolidin-3-yl)phenyl)amino)-6,7-dihydro-5H-pyrrolo[3,4-d]pyrimidin